methyl 5-(bromomethyl)-2-chloronicotinate BrCC=1C=NC(=C(C(=O)OC)C1)Cl